((R)-8-(5-(3,4-dichlorobenzyl)-1,3,4-oxadiazol-2-yl)-2-((S)-2,2-dimethylcyclopropane-1-carbonyl)-2,6-diazaspiro[3.4]octan-6-yl)(thiazol-5-yl)methanone ClC=1C=C(CC2=NN=C(O2)[C@H]2CN(CC23CN(C3)C(=O)[C@@H]3C(C3)(C)C)C(=O)C3=CN=CS3)C=CC1Cl